2-(5-chlorothien-2-yl)ethan-1-ol ClC1=CC=C(S1)CCO